ClC=1C=CC(=C(C1)C1=CC(=CN=N1)NC1=CC=NC2=CC(=CC=C12)OCCCN1CN(CCC1)C)F N-[6-(5-chloro-2-fluorophenyl)pyridazin-4-yl]-7-[3-(3-methyl-1,3-diazinan-1-yl)propoxy]quinolin-4-amine